ClC1=C(C=C(C=C1)NC(=O)NC1=C(C=C(C=C1)C#N)OCCN1CCOCC1)S(=O)(=O)C(F)(F)F 1-(4-chloro-3-((trifluoromethyl)sulfonyl)phenyl)-3-(4-cyano-2-(2-morpholinoethoxy)phenyl)urea